O=C1[C@@H](N(CO1)C(=O)OCC1C2=CC=CC=C2C=2C=CC=CC12)CC=1C=NC=CC1 9H-fluoren-9-ylmethyl (4S)-5-oxo-4-(pyridin-3-ylmethyl)-1,3-oxazolidine-3-carboxylate